methyl 3-carbamoyl-3-(4-iodoanilino)cyclobutanecarboxylate C(N)(=O)C1(CC(C1)C(=O)OC)NC1=CC=C(C=C1)I